CC1=NC(=C(C(=O)O)C(=C1Br)C)OC=1C(=NC(=CC1)F)C methyl-5-bromo-2-((6-fluoro-2-methylpyridin-3-yl)oxy)-4-methylnicotinic acid